N-tert-butyl-4-(2,5-dimethylpyrrol-1-yl)-2-hydroxy-6-methoxy-benzamide C(C)(C)(C)NC(C1=C(C=C(C=C1OC)N1C(=CC=C1C)C)O)=O